Br.FC1=C(C=CC(=C1)F)S(=O)(=O)NC=1C(=NC=C(C1)C=1C=C2C(=NC=NC2=CC1)N1CCN(CC1)C(\C=C\C(C)=O)=O)OC (E)-2,4-difluoro-N-(2-methoxy-5-(4-(4-(4-oxopent-2-enoyl)piperazin-1-yl)quinazolin-6-yl)pyridin-3-yl)benzenesulfonamide hydrobromide